CC(CCCCCCCCCC)CC(CCCCCCCCCCCC)C 11,13-Dimethylpentacosane